C(#N)C(NC(N([C@H](C)C1=CC(=CC=C1)C=1N=C(C=2N(C1)C=CN2)OC)CC)=O)C2=CC(=CC=C2)C(F)(F)F 3-(cyano(3-(trifluoromethyl)phenyl)methyl)-1-ethyl-1-((R)-1-(3-(8-methoxyimidazo[1,2-a]pyrazin-6-yl)phenyl)ethyl)urea